pentadecyllactam C1(CCCCCCCCCCCCCCN1)=O